5,5'-(2,2'-dichloro-5-fluoro-[1,1'-biphenyl]-3,3'-diyl)bis(3-methoxypyrazine-2-carbaldehyde) ClC1=C(C=C(C=C1C=1N=C(C(=NC1)C=O)OC)F)C1=C(C(=CC=C1)C=1N=C(C(=NC1)C=O)OC)Cl